1-(2,3-dihydro-1H-inden-1-yl)ethan-1-one C1(CCC2=CC=CC=C12)C(C)=O